FC=1C(=C(C=CC1F)[C@@H]1CO[C@]([C@H]1C)(C(F)(F)F)C)C=C (2R,3R,4S,5R)-3-(3,4-difluoro-2-vinyl-phenyl)-4,5-dimethyl-5-(trifluoromethyl)tetrahydrofuran